(E)-N-[1-(2-nitrophenyl)-1H-pyrrol-2-yl-allylideneamino]-guanidinium oxalate C(C(=O)[O-])(=O)[O-].[N+](=O)([O-])C1=C(C=CC=C1)N1C(=CC=C1)C=C\C=N\NC(=[NH2+])N.[N+](=O)([O-])C1=C(C=CC=C1)N1C(=CC=C1)C=C\C=N\NC(=[NH2+])N